C(C)OC[C@@]1(N2CCC(C1=O)(CC2)C)CO (2S)-2-(ethoxymethyl)-2-(hydroxymethyl)-4-methyl-quinuclidin-3-one